C1(=CC=CC=C1)CCCOC(=O)N[C@@H](CC1=CC=CC=C1)C(=O)O ((3-phenylpropoxy)carbonyl)-Z-phenylalanine